Tert-butyl (12aR)-9-(2-chloro-6-methoxyphenyl)-8-[3-(dimethylamino)prop-1-yn-1-yl]-10-fluoro-3,4,12,12a-tetrahydro-6H-pyrazino[2,1-c][1,4]benzoxazepine-2(1H)-carboxylate ClC1=C(C(=CC=C1)OC)C1=C(C2=C(CN3[C@@H](CO2)CN(CC3)C(=O)OC(C)(C)C)C=C1C#CCN(C)C)F